(2-Aminoethyl)triethoxysilane 5-oxo-1-(4-Sulfonatophenyl)-4-[(4-Sulfonatophenyl)Diazenyl]-4H-Pyrazol-3-Carboxylat O=C1C(C(=NN1C1=CC=C(C=C1)S(=O)(=O)[O-])C(=O)[O-])N=NC1=CC=C(C=C1)S(=O)(=O)[O-].NCC[Si](OCC)(OCC)OCC